2-[4-[(3S)-3-(5-cyano-3-pyridinyl)isoxazolidine-2-carbonyl]-4-methyl-1-piperidinyl]pyrimidine-4-carboxamide C(#N)C=1C=C(C=NC1)[C@H]1N(OCC1)C(=O)C1(CCN(CC1)C1=NC=CC(=N1)C(=O)N)C